NN1C=NC(=C1C(=O)N)C1=CC=C(C=C1)C(NC1=NC=C(C=C1)Cl)=O 1-amino-4-(4-((5-chloropyridin-2-yl)carbamoyl)phenyl)-1H-imidazole-5-carboxamide